1-((4-fluorophenyl)carbamoyl)cyclopropanecarboxamide FC1=CC=C(C=C1)NC(=O)C1(CC1)C(=O)N